C(#N)C1=C(SC2=C1CN(C(C2)C)C(C)C2=CC=CC=C2)NC(CC2=CC=C(C=C2)S(N)(=O)=O)=O N-(3-cyano-6-methyl-5-(1-phenylethyl)-4,5,6,7-tetrahydrothieno[3,2-c]pyridin-2-yl)-2-(4-sulfamoylphenyl)acetamide